4-(6-(6-((6-methoxypyridin-3-yl)methyl)-3,6-diazabicyclo[3.1.1]heptan-3-yl)pyridin-3-yl)-1H-pyrazolo[3',4':3,4]pyrazolo[1,5-a]pyridin-6-yl acrylate C(C=C)(=O)OC=1C=C(C=2N(C1)N=C1C2C=NN1)C=1C=NC(=CC1)N1CC2N(C(C1)C2)CC=2C=NC(=CC2)OC